COC=1C=C(C=CC1)C1CC(N(C=C1)S(=O)(=O)CC1=CC=CC=C1)=O 4-(3-methoxyphenyl)-1-toluenesulfonyl-3,4-dihydropyridin-2(1H)-one